5-(4'-(methylthio)-[1,1'-biphenyl]-3-yl)-2-(thiophen-2-yl)pyridine CSC1=CC=C(C=C1)C1=CC(=CC=C1)C=1C=CC(=NC1)C=1SC=CC1